[C].[Al] aluminum compound with carbon